CN1C=C(C=C(C1=O)C)N1N=CC2=CC=C(C=C12)C 1-(1,5-dimethyl-6-oxo-3-pyridyl)-6-methyl-indazol